O1CC(C1)N1CCN(CC1)C=1C=C2C3=NNC4=CC=C(OCCCNC(OCC(C1)=C2)=O)C=C34 4-[4-(oxetan-3-yl)piperazin-1-yl]-8,14-dioxa-10,19,20-triazatetracyclo[13.5.2.12,6.018,21]tricosa-1(20),2,4,6(23),15,17,21-heptaen-9-one